C(CCCCCCCCCCCCC)(=O)OC[C@@H](OC(CCCCCCCCCCCCCCCCC)=O)COP(=O)(O)OCC[N+](C)(C)C 1-myristoyl-2-stearoyl-sn-glycero-3-phosphorylcholine